4-(1-hydroxy-1,2-dihydrobenzo[d][1,2,3]-diazaborinine-2-carbonyl)benzenesulfonamide OB1N(N=CC2=C1C=CC=C2)C(=O)C2=CC=C(C=C2)S(=O)(=O)N